tert-butyl 3-(4-amino-5-(3-fluoro-4-(3-(4-((4-methylpiperazin-1-yl)methyl)-3-(trifluoromethyl)phenyl)ureido)phenyl)-7H-pyrrolo[2,3-d]pyrimidin-7-yl)propanoate NC=1C2=C(N=CN1)N(C=C2C2=CC(=C(C=C2)NC(=O)NC2=CC(=C(C=C2)CN2CCN(CC2)C)C(F)(F)F)F)CCC(=O)OC(C)(C)C